2-Methylpropane-1,3-diylbis(12-hydroxyoctadecanoate) CC(CC(C(=O)[O-])CCCCCCCCCC(CCCCCC)O)CC(C(=O)[O-])CCCCCCCCCC(CCCCCC)O